FC(CNS(=O)(=O)C1=CC=C(C=C1)NC1=NC=C(C(=N1)N1[C@H](COC2(CCC2)C1)C)F)F N-(2,2-difluoroethyl)-4-({5-fluoro-4-[(7S)-7-methyl-5-oxa-8-azaspiro[3.5]nonan-8-yl]pyrimidin-2-yl}amino)benzenesulfonamide